ClC1=CC=2C=3C=CC(=CC3N(C(N(C2N=C1)CC)=O)C1=C(C=C(C=C1F)N1CCNCCC1)F)C#N 4-chloro-10-[4-(1,4-diazepan-1-yl)-2,6-difluorophenyl]-8-ethyl-9-oxo-6,8,10-triazatricyclo[9.4.0.02,7]pentadeca-1(11),2(7),3,5,12,14-hexaene-13-carbonitrile